FC1=CC(=NC=N1)N1[C@H](CN(CC1)C=1N=CC(=NC1)NC(C1=CN=C(C=C1)C=1C=NN(C1)C)=O)C (S)-N-(5-(4-(6-fluoropyrimidin-4-yl)-3-methylpiperazin-1-yl)pyrazin-2-yl)-6-(1-methyl-1H-pyrazol-4-yl)nicotinamide